N5-(4-chlorobenzyl)-1-(2-hydroxyethyl)-N2-(2-(1-(methyl-sulfonyl)cyclopropyl)ethyl)-6-oxo-1,6-dihydropyridine-2,5-dicarboxamide ClC1=CC=C(CNC(=O)C2=CC=C(N(C2=O)CCO)C(=O)NCCC2(CC2)S(=O)(=O)C)C=C1